ClC=1C=C(C=CC1)N1C(=NC2=C1C=CC(=C2)C(=O)N2CCCCC2)CCC(=O)O 3-(1-(3-chlorophenyl)-5-(piperidine-1-carbonyl)-1H-benzo[d]imidazol-2-yl)propionic acid